C(C)(C)(C)OC(=O)N1CC(N(CC1)C(=O)C1=NC=[N+](C(=C1)OC)[O-])(C)C 4-(4-(tert-butoxycarbonyl)-2,2-dimethylpiperazine-1-carbonyl)-6-methoxypyrimidine 1-oxide